(2-methylpyridin-4-yl)-N-(4-(methylsulfonyl)-3-(trifluoromethyl)phenyl)thiazol-2-amine CC1=NC=CC(=C1)C=1N=C(SC1)NC1=CC(=C(C=C1)S(=O)(=O)C)C(F)(F)F